CC1N(CCOC1)CCCOC1=CC=C(OC2=CC(=CC=3N2C=NC3)C(=O)N)C=C1 5-[4-[3-(3-methylmorpholin-4-yl)propoxy]phenoxy]imidazo[1,5-a]pyridine-7-carboxamide